2,4-bis(trichloromethyl)-6-[2-(5-methylfuran-2-yl)ethenyl]-1,3,5-triazine ClC(C1=NC(=NC(=N1)C(Cl)(Cl)Cl)C=CC=1OC(=CC1)C)(Cl)Cl